ClC1=CC=C(S1)CNC1=CC(=NN1C(C(CO)(C)C)=O)C1CCN(CC1)CCC1=NC=CC=C1 1-(5-{[(5-Chlorothiophen-2-yl)methyl]amino}-3-{1-[2-(pyridin-2-yl)ethyl]piperidin-4-yl}-1H-pyrazol-1-yl)-3-hydroxy-2,2-dimethylpropan-1-on